(S)-5-methyl-6-(1-methyl-1H-pyrazol-3-yl)-4-(4-(1-methyl-1H-pyrazol-3-yl)benzyl)-N-((tetrahydrofuran-2-yl)methyl)picolinamide CC=1C(=CC(=NC1C1=NN(C=C1)C)C(=O)NC[C@H]1OCCC1)CC1=CC=C(C=C1)C1=NN(C=C1)C